C1=C(N)NC(=O)C2=NC=CN=C12 deazapterin